(5S)-5-[[(Z)-(4-amino-8-iodo-5,5-dimethyl-benzo[h]quinazolin-6-ylidene)amino]oxymethyl]-3-(2-hydroxyethyl)oxazolidin-2-one NC1=NC=NC=2C3=C(\C(\C(C12)(C)C)=N/OC[C@@H]1CN(C(O1)=O)CCO)C=C(C=C3)I